C1NCCC12CCN(CC2)C=2C1=C(N=C(N2)C=2C=NNC2C#N)C=NC=C1 4-(4-(2,8-diazaspiro[4.5]decan-8-yl)pyrido[3,4-d]pyrimidin-2-yl)-1H-pyrazole-5-carbonitrile